O=C1NC(CCC1N1C(C2=CC=CC(=C2C1=O)NCCCCC(=O)N1CCN(CC1)C1=NC(=CC=C1)C1=CN=C2N1N=C(C=C2)N2[C@H](CCC2)C2=CC(=CC=C2)F)=O)=O 2-(2,6-Dioxopiperidin-3-yl)-4-((5-(4-(6-(6-((R)-2-(3-fluorophenyl)pyrrolidin-1-yl)imidazo[1,2-b]pyridazin-3-yl)pyridin-2-yl)piperazin-1-yl)-5-oxopentyl)amino)isoindoline-1,3-dione